4-[5-(2-aminoethyl)pyrimidin-2-yl]-3-[1-(cyclopropylmethyl)-3-methylpyrazole-4-carbonyl]benzonitrile NCCC=1C=NC(=NC1)C1=C(C=C(C#N)C=C1)C(=O)C=1C(=NN(C1)CC1CC1)C